3-(4-(2-(4-(2-acetoxy-3-chloropropoxy)-3-methylphenyl)propan-2-yl)-2-methylphenoxy)propane-1,2-diyl diacetate C(C)(=O)OCC(COC1=C(C=C(C=C1)C(C)(C)C1=CC(=C(C=C1)OCC(CCl)OC(C)=O)C)C)OC(C)=O